FC1(CC2C([C@H](CC[C@@]2([C@H]2CC[C@]3([C@H]([C@H]12)CC[C@@H]3[C@H](C)CCCC(C)(C)O)C)C)O)O)F (1R,3aS,3bS,7S,9aR,9bS,11aR)-4,4-difluoro-1-[(2R)-6-Hydroxy-6-methylhept-2-yl]-9a,11a-dimethylhexadecahydro-1H-cyclopenta[1,2-a]phenanthrene-6,7-diol